C(C)S(=O)(=O)C1=CC=C(C(=O)OC2CN(C2)C=2N=C(C3=C(N2)CC[S+]3[O-])N(C3CCOCC3)C)C=C1 [1-[4-[methyl(tetra-hydropyran-4-yl)amino]-5-oxido-6,7-dihydro-thieno[3,2-d]pyrimidin-5-ium-2-yl]azetidin-3-yl] 4-ethylsulfonyl-benzoate